FC=1C=C2C(=NC=NC2=C(C1)F)O 6,8-difluoroquinazolin-4-ol